5-methyl-N-(4-methylpyridin-2-yl)furan-2-carboxamide CC1=CC=C(O1)C(=O)NC1=NC=CC(=C1)C